O=C1N=CC2=CC=CC=C2C1 oxo-3,4-dihydroisoquinolin